ClC1=C(C=C2C=C(N=CC2=C1)NC(=O)C1CC(C1)OC)C1CCN(CC1)C1COC1 Rac-N-(7-chloro-6-(1-(oxetan-3-yl)piperidin-4-yl)isoquinolin-3-yl)-3-methoxycyclobutane-1-carboxamide